CC(C)C=1C=C(C=2C=CC3(CCC3)OC2C1)O 7-Propan-2-ylspiro[chromene-2,1'-cyclobutane]-5-ol